5-bromo-4-(((tert-butyldimethylsilyl)oxy)methyl)-1-methyl-1H-pyrazole BrC1=C(C=NN1C)CO[Si](C)(C)C(C)(C)C